COCCOC[N+](C)(C)C (2-methoxyethoxymethyl)trimethylammonium